methyl 3-hydroxy-4-oxo-6H,7H,8H-pyrrolo[1,2-a]pyrimidine-2-carboxylate OC1=C(N=C2N(C1=O)CCC2)C(=O)OC